4-(1-methyloctahydro-6H-pyrrolo[2,3-c]pyridin-6-yl)-1H-benzo[d]imidazole CN1CCC2C1CN(CC2)C2=CC=CC=1NC=NC12